bis(2-propenyl)(2-propynyl)phosphine oxide C(C=C)P(CC#C)(CC=C)=O